(1R,2S)-2-METHYL-1-PHENYLPENT-4-ENE-1-SULFONAMIDE C[C@H]([C@@H](S(=O)(=O)N)C1=CC=CC=C1)CC=C